OC1(CC=C(C=C1)C1=CC=CC=C1)O 4,4-di-hydroxybiphenyl